C(C1=CC=CC=C1)N1[C@H](CCC1=O)C(=O)O (2R)-1-Benzyl-5-oxopyrrolidine-2-carboxylic Acid